FC(C1=NN=C(S1)NC(=O)C1=NN2C(C(N(CC2)CC(O)C2=C(C=CC=C2)Cl)=O)=C1CC)(F)F 5-[2-(2-Chlorophenyl)-2-hydroxyethyl]-3-ethyl-4-oxo-4,5,6,7-tetrahydropyrazolo[1,5-a]pyrazine-2-carboxylic acid (5-trifluoromethyl[1,3,4]thiadiazol-2-yl)amide